5-(2-propylphenyl)pentan-2,4-dienal C(CC)C1=C(C=CC=C1)C=CC=CC=O